3-(4-isobutylphenyl)propanoic acid C(C(C)C)C1=CC=C(C=C1)CCC(=O)O